2,6-difluorobenzyl cyanide FC1=C(CC#N)C(=CC=C1)F